tert-Butyl (S)-4-(1-(3-(bromomethyl)-2-methylphenyl)ethyl)-1H-imidazole-1-carboxylate BrCC=1C(=C(C=CC1)[C@H](C)C=1N=CN(C1)C(=O)OC(C)(C)C)C